6-[5-[(1S)-1-[[6-chloro-8-(trifluoromethyl)quinazolin-4-yl]-ethyl-amino]ethyl]-1,2,4-triazol-1-yl]pyridine-3-carbonitrile ClC=1C=C2C(=NC=NC2=C(C1)C(F)(F)F)N([C@@H](C)C1=NC=NN1C1=CC=C(C=N1)C#N)CC